(R)-N-(1-(3-amino-5-(trifluoromethyl)phenyl)ethyl)-3-(4-ethylpiperazin-1-yl)-8-methylpyrido[2,3-d]pyridazin-5-amine NC=1C=C(C=C(C1)C(F)(F)F)[C@@H](C)NC1=C2C(=C(N=N1)C)N=CC(=C2)N2CCN(CC2)CC